COC=1C=2N(C=C(C1)C=1N=NN(C1C)[C@H]1CNCC1)N=CC2 4-Methoxy-6-[5-methyl-1-[(3R)-pyrrolidin-3-yl]triazol-4-yl]pyrazolo[1,5-a]pyridine